tert-Butyl (2S)-4-((1,1-dioxidothietan-3-yl)amino)-2-phenylpiperidine-1-carboxylate O=S1(CC(C1)NC1C[C@H](N(CC1)C(=O)OC(C)(C)C)C1=CC=CC=C1)=O